copper-adamantanecarboxylate salt C12(CC3CC(CC(C1)C3)C2)C(=O)[O-].[Cu+2].C23(CC1CC(CC(C2)C1)C3)C(=O)[O-]